COC(=O)[C@@H]1CNCC1 |r| rac-(3S)-pyrrolidine-3-carboxylic acid methyl ester